C(C1=CC=CC=C1)OC=1C(=C(C2=CC(=CC=C2C1)Br)F)N(CC(=O)OC)S(N)(=O)=O methyl 2-((3-(benzyloxy)-7-bromo-1-fluoronaphthalen-2-yl)(sulfamoyl)amino)acetate